O1COC2=C1C=C(C=C2)C(C(=O)O)CC 2-(Benzo[d][1,3]dioxol-6-yl)butyric acid